N-(trisilylmethyl)benzylamine [SiH3]C(NCC1=CC=CC=C1)([SiH3])[SiH3]